CC1(CCN(CC1)CCOC1=NC(=NC2=CC=CC=C12)C)O 4-methyl-1-(2-((2-methylquinazolin-4-yl)oxy)ethyl)piperidin-4-ol